ClC1=CC(=NC=C1C(=O)C1(CCC(CC1)C[C@H](C)NC(OC(C)(C)C)=O)O)C tert-butyl ((S)-1-(cis-4-(4-chloro-6-methylnicotinoyl)-4-hydroxycyclohexyl)propan-2-yl)carbamate